ClC1=C(C(=C(C=C1)C1=NC(=NC2=NC(=C(N=C12)C([2H])([2H])[2H])C([2H])([2H])[2H])[C@H]1C[C@H](OCC1)C1=CC(=NC=C1)C)F)F 4-(4-chloro-2,3-difluorophenyl)-6,7-bis(methyl-d3)-2-((2S,4R)-2-(2-methylpyridin-4-yl)tetrahydro-2H-pyran-4-yl)pteridine